2-(2,6-dimethylpyridin-4-yl)-3-isopropyl-5-(1-((3-methyl-1H-pyrazol-4-yl)methyl)piperidin-4-yl)-1H-indole CC1=NC(=CC(=C1)C=1NC2=CC=C(C=C2C1C(C)C)C1CCN(CC1)CC=1C(=NNC1)C)C